3,3,3-trifluoropropanoate FC(CC(=O)[O-])(F)F